3-(4-(((7-fluorobenzo[d]thiazol-2-yl)(4-methoxyphenethyl)amino)-methyl)phenyl)-N-(4-(2-oxohexahydro-1H-thieno[3,4-d]imidazol-4-yl)butyl)propiolamide FC1=CC=CC=2N=C(SC21)N(CCC2=CC=C(C=C2)OC)CC2=CC=C(C=C2)C#CC(=O)NCCCCC2SCC1NC(NC12)=O